COC(=O)C=1N=CC2=C(N1)C1(CCOCC1)OC2 2',3',5',6'-tetrahydro-5H-spiro[furo[3,4-d]pyrimidine-7,4'-pyran]-2-carboxylic acid methyl ester